N-(4-(4-morpholino-7H-pyrrolo[2,3-d]pyrimidin-6-yl)phenyl)-4-(((R)-3-((S)-4-(prop-1-en-2-yl)cyclohex-1-ene-1-carboxamido)piperidin-1-yl)methyl)picolinamide O1CCN(CC1)C=1C2=C(N=CN1)NC(=C2)C2=CC=C(C=C2)NC(C2=NC=CC(=C2)CN2C[C@@H](CCC2)NC(=O)C2=CC[C@H](CC2)C(=C)C)=O